N'-[(2R)-2-benzyloxy-2-(trifluoromethyl)hex-5-enoyl]-6-hydroxy-3-nitro-5-(trifluoromethyl)pyridine-2-carbohydrazide C(C1=CC=CC=C1)O[C@@](C(=O)NNC(=O)C1=NC(=C(C=C1[N+](=O)[O-])C(F)(F)F)O)(CCC=C)C(F)(F)F